BrC=1C=C2C(C=3C4=C(SC3C2=CC1)C=1C=CC(=CC1C4(C4=CC=C(C=C4)CCCCCC)C4=CC=C(C=C4)CCCCCC)Br)(C4=CC=C(C=C4)CCCCCC)C4=CC=C(C=C4)CCCCCC 2,8-dibromo-10,10,11,11-tetrakis(4-hexylphenyl)-10,11-dihydrodiindeno[1,2-b:2',1'-d]thiophene